(6-chloropyrimidin-4-yl)piperidin-4-amine ClC1=CC(=NC=N1)N1CCC(CC1)N